(2,3,4,5,6-pentafluorophenyl) 3-amino-2-chloro-4-(trifluoromethoxy)benzoate NC=1C(=C(C(=O)OC2=C(C(=C(C(=C2F)F)F)F)F)C=CC1OC(F)(F)F)Cl